3-Hydroxy-cyclobutanecarboxylic acid {6-[4-(2,5-dichloro-benzenesulfonylamino)-phenyl]-4-methyl-1H-pyrazolo[3,4-d]pyrimidin-3-yl}-amide ClC1=C(C=C(C=C1)Cl)S(=O)(=O)NC1=CC=C(C=C1)C1=NC(=C2C(=N1)NN=C2NC(=O)C2CC(C2)O)C